N1C=CC2=CC=CC(=C12)C1=CC(=C(C=C1)C1=C(C=CC=C1)[N+](=O)[O-])/C=C/C(=O)N(C)C (E)-3-(4-(1H-indol-7-yl)-2'-nitrobiphenyl-2-yl)-N,N-dimethylacrylamide